FC1=C(C=C(C(=C1)[N+](=O)[O-])F)C=1CCN(CC1)C(=O)OC(C)(C)C tert-butyl 4-(2,5-difluoro-4-nitro-phenyl)-3,6-dihydro-2H-pyridine-1-carboxylate